3-amino-5-bromo-2-(2-ethoxy-2-oxoethyl)-1,3-thiazol-3-ium 2,4,6-trimethylbenzenesulfonate CC1=C(C(=CC(=C1)C)C)S(=O)(=O)[O-].N[N+]1=C(SC(=C1)Br)CC(=O)OCC